(S)-N-(2-(2-cyano-4,4-difluoropyrrolidin-1-yl)-2-oxoethyl)-6-(2-(hydroxymethyl)-4-(methylsulfonyl)phenyl)quinoline-4-carboxamide C(#N)[C@H]1N(CC(C1)(F)F)C(CNC(=O)C1=CC=NC2=CC=C(C=C12)C1=C(C=C(C=C1)S(=O)(=O)C)CO)=O